(3,3-difluoro-4-hydroxy-1-azaspiro[4.4]non-1-yl)-3-(3-fluorocyclobutyl)propane-1,2-dione FC1(CN(C2(C1O)CCCC2)C(C(CC2CC(C2)F)=O)=O)F